(S)-4-(5-(difluoromethyl)-1,3,4-thiadiazol-2-yl)-N-(1-methylcyclopropyl)-2-(2-methylpiperazin-1-yl)quinazoline-6-sulfonamide FC(C1=NN=C(S1)C1=NC(=NC2=CC=C(C=C12)S(=O)(=O)NC1(CC1)C)N1[C@H](CNCC1)C)F